trisodium tris(3-sulfonatophenyl)-phosphine S(=O)(=O)([O-])C=1C=C(C=CC1)P(C1=CC(=CC=C1)S(=O)(=O)[O-])C1=CC(=CC=C1)S(=O)(=O)[O-].[Na+].[Na+].[Na+]